C(#N)C1CC2(C1)C[C@H](N(CC2)CC2=C1C=CNC1=C(C=C2OC)C)C2=CC=C(C(=O)NC(C)C1COC1)C=C2 4-((2S,4r,6S)-2-cyano-7-((5-methoxy-7-methyl-1H-indol-4-yl)methyl)-7-azaspiro[3.5]nonan-6-yl)-N-(1-(oxetan-3-yl)ethyl)benzamide